3-({[4-(1,3-benzoxazol-2-yl)-5-hydroxy-1-methyl-6-oxo-1,6-dihydropyrimidin-2-yl](methyl)amino}(phenyl)methyl)benzonitrile O1C(=NC2=C1C=CC=C2)C=2N=C(N(C(C2O)=O)C)N(C)C(C=2C=C(C#N)C=CC2)C2=CC=CC=C2